2-(2-(tert-butyl)-6-hydroxy-9-oxopyrazolo[1,5-a]pyrido[2,3-d]pyrimidin-4(9H)-yl)-N-(5-fluoropyridin-2-yl)acetamide C(C)(C)(C)C1=NN2C(N(C3=C(C2=O)C=CC(=N3)O)CC(=O)NC3=NC=C(C=C3)F)=C1